4-(prop-2-yn-1-yl)thiomorpholine 1,1-dioxide C(C#C)N1CCS(CC1)(=O)=O